FC(C(=O)O)(F)F.COC=1C(=CC2=CN(N=C2C1)CC1COCC1)C(=O)NC1=NC(=CC=C1)OC 6-Methoxy-N-(6-methoxypyridin-2-yl)-2-((tetrahydrofuran-3-yl)methyl)-2H-indazole-5-carboxamide trifluoroacetate